FC(C=1C=CC(=NC1)N1CCNCC1)(F)F 1-[5-(trifluoromethyl)-2-pyridyl]piperazine